(S)-4-(3-Chloro-4-(9-(3-chlorobenzyl)-6-(1-methylcyclopropoxy)-9H-purin-8-yl)phenoxy)-2-methylbutanoic acid ClC=1C=C(OCC[C@@H](C(=O)O)C)C=CC1C=1N(C2=NC=NC(=C2N1)OC1(CC1)C)CC1=CC(=CC=C1)Cl